OC(C(=O)O)(CCCCC)CCCC 2-hydroxy-2-butyl-heptanoic acid